N-(3-(difluoromethyl)-1-(1-(4-hydroxybutyryl)piperidin-4-yl)-1H-pyrazol-4-yl)-5-morpholinopyrazolo[1,5-a]pyrimidine-3-carboxamide FC(C1=NN(C=C1NC(=O)C=1C=NN2C1N=C(C=C2)N2CCOCC2)C2CCN(CC2)C(CCCO)=O)F